C(CCCCCCCCC)C1=CC=C(C=C)C=C1 4-(n-decyl)styrene